O=S1(CCC(=CC1)C1=NN2C(N(C3=C(C2=O)CN(C3=O)C(C)C)CC(=O)NC3=NC=C(C=C3)F)=C1)=O 2-[2-(1,1-dioxo-3,6-dihydro-2H-thiopyran-4-yl)-5,8-dioxo-6-(propan-2-yl)-5,6,7,8-tetrahydro-4H-pyrazolo[1,5-a]pyrrolo[3,4-d]pyrimidin-4-yl]-N-(5-fluoropyridin-2-yl)acetamide